C(C)(C)(C)OC(=O)N1[C@@H]2[C@@H]([C@@H](C[C@H]1CC2)N(C)C2=CN=C(N=N2)C=2C=C1C=CN(C(C1=CC2OC)=O)C)F (1s,2r,3r,5r)-2-fluoro-3-((3-(7-methoxy-2-methyl-1-oxo-1,2-dihydroisoquinolin-6-yl)-1,2,4-triazin-6-yl)(methyl)amino)-8-azabicyclo[3.2.1]octane-8-carboxylic acid tert-butyl ester